3-bromo-4-[[4-(difluoromethoxy)phenyl]methyl]-5-(1H-pyrazol-1-yl)pyridine BrC=1C=NC=C(C1CC1=CC=C(C=C1)OC(F)F)N1N=CC=C1